C1(CCCC1)P(C1=CC(=CC(=C1)OCC(F)(F)F)OCC(F)(F)F)C1CCCC1 dicyclopentyl(3,5-di-(trifluoroethoxy)phenyl)phosphine